tert-Butyl (R)-3-((6-(1-benzyl-1H-pyrazol-4-yl)benzo[d]thiazol-2-yl)carbamoyl)pyrrolidine-1-carboxylate C(C1=CC=CC=C1)N1N=CC(=C1)C1=CC2=C(N=C(S2)NC(=O)[C@H]2CN(CC2)C(=O)OC(C)(C)C)C=C1